3-[2-[2-[2-(tert-butoxycarbonylamino)ethoxy]ethoxy]ethoxy]propanoic acid C(C)(C)(C)OC(=O)NCCOCCOCCOCCC(=O)O